2,2-Dimethoxymethyl-1,2,3,4-tetrahydronaphthalene COCC1(CC2=CC=CC=C2CC1)COC